OC(C1=C(C=CC=C1)NS(=O)(=O)C1=CC=C(C=C1)C)C1=CC=C(C=C1)OC N-(2-(hydroxy(p-methoxyphenyl)methyl)phenyl)-4-methylbenzenesulfonamide